oxane-3-carboxylate O1CC(CCC1)C(=O)[O-]